C(OCC1=CC=C(C=C1)[N+](=O)[O-])([O-])=O p-nitrobenzyl carbonate